N1=C(C=CC=2CCCNC12)CCCCCCC[C@@H](C(=O)OC)NC(=O)C1CC(OC(C1)(C)C)(C)C methyl (S)-9-(5,6,7,8-tetrahydro-1,8-naphthyridin-2-yl)-2-(2,2,6,6-tetramethyltetrahydro-2H-pyran-4-carboxamido)nonanoate